METHYL (2S)-2-AMINO-2-(3-FORMYL-2-HYDROXY-5-METHYLPHENYL)PROPANOATE N[C@@](C(=O)OC)(C)C1=C(C(=CC(=C1)C)C=O)O